3,5-dichloroethylbenzene ClC=1C=C(C=C(C1)Cl)CC